[8-(1-octylnonoxy)-8-oxo-octyl](2S)-4-[3-(dimethylamino)propanoyloxy]-1-(5-dodecanoyloxypentyl)pyrrolidine C(CCCCCCC)C(CCCCCCCC)OC(CCCCCCC[C@@H]1N(CC(C1)OC(CCN(C)C)=O)CCCCCOC(CCCCCCCCCCC)=O)=O